C(C)C=1C=C2C(=C(C(=NC2=C(C1)F)N1CCC(CC1)NC1CCOCC1)C1=NC(=NO1)C)C 1-(6-ethyl-8-fluoro-4-methyl-3-(3-methyl-1,2,4-oxadiazol-5-yl)quinolin-2-yl)-N-(tetrahydro-2H-pyran-4-yl)piperidin-4-amine